FC1=CC=C(C=C1)C1=NOC(C1)(C(=O)NC1CCC(CC1)NC1=CC(=NC2=CC=C(C=C12)Cl)C(F)(F)F)C 3-(4-fluorophenyl)-5-methyl-N-[(1s,4s)-4-{[6-chloro-2-(trifluoromethyl)quinolin-4-yl]amino}cyclohexyl]-4,5-dihydro-1,2-oxazole-5-carboxamide